2,4-Bis(benzyloxy)-5-(2-oxopropyl)-8-[(2S,3S,4R)-2,3,4,5-tetrakis(benzyloxy)pentyl]-5,8-dihydropteridine-6,7-dione C(C1=CC=CC=C1)OC1=NC=2N(C(C(N(C2C(=N1)OCC1=CC=CC=C1)CC(C)=O)=O)=O)C[C@@H]([C@@H]([C@@H](COCC1=CC=CC=C1)OCC1=CC=CC=C1)OCC1=CC=CC=C1)OCC1=CC=CC=C1